BrC=1C(=C(C=C2C(CCOC12)C)C1(NC(=CC(=N1)NC)C)N)F 2-(8-bromo-7-fluoro-4-methyl-chroman-6-yl)-N4,6-dimethyl-pyrimidine-2,4-diamine